4-(trifluoromethyl)benzol FC(C1=CC=CC=C1)(F)F